N[C@H]1[C@@H]([C@H](CCC1)N1N=C2C=CC=C(C2=C1)F)O (1S,2R,6S)-2-amino-6-(4-fluoro-2H-indazol-2-yl)cyclohexanol